trans-4-(3-thienyl)-pyrrolidine-3-carboxylic acid S1C=C(C=C1)[C@H]1[C@@H](CNC1)C(=O)O